1-methyl-3-(4-(trifluoromethyl)piperidin-4-yl)urea CNC(=O)NC1(CCNCC1)C(F)(F)F